ClC1=CC=C(C2=C1C(C1=NC=CC=C1CO2)C(C)C=2N(C(C(=C(N2)C(=O)NC=2C=NOC2)O)=O)C)F 2-(1-(10-chloro-7-fluoro-5,11-dihydrobenzo[6,7]oxepino[4,3-b]pyridin-11-yl)ethyl)-5-hydroxy-N-(isoxazol-4-yl)-1-methyl-6-oxo-1,6-dihydropyrimidine-4-carboxamide